ClC1=CC=C(C(N1CC=1NC2=C(C(=NC=C2F)CC(C)C)N1)=O)NC(=O)[C@H](CC\C=C\C(=O)N(C)C)OC(N(C)C)=O [(E,1S)-1-[[6-Chloro-1-[(7-fluoro-4-isobutyl-1H-imidazo[4,5-c]pyridin-2-yl)methyl]-2-oxo-3-pyridyl]carbamoyl]-6-(dimethylamino)-6-oxo-hex-4-enyl]N,N-dimethylcarbamat